C1(CC1)NC(=O)C1=NC=CN=C1 N-cyclopropylpyrazine-2-carboxamide